ClC1=CC=C(CN2C(C=CC(=C2)C2=NC(=NC(=C2)C(F)(F)F)S(=O)(=O)C)=O)C=C1 1-(4-chlorobenzyl)-5-(2-(methylsulfonyl)-6-(trifluoromethyl)pyrimidin-4-yl)pyridin-2(1H)-one